CN1CCC(C1)CCCC methyl-4-butyl-pyrrolidine